(E)-1-acetyl-6-trifluoromethyl-3-(3-trifluoromethyl-benzylidene)indol-2-one C(C)(=O)N1C(/C(/C2=CC=C(C=C12)C(F)(F)F)=C/C1=CC(=CC=C1)C(F)(F)F)=O